C(#N)C=1C(=NC(=NC1)N[C@H]1C[C@H](CCC1)C1=NC2=C(N1C)C=CC(=C2)NC(C(=C)F)=O)OC N-(2-((1S,3R)-3-((5-cyano-4-methoxypyrimidin-2-yl)amino)cyclohexyl)-1-methyl-1H-benzo[d]imidazol-5-yl)-2-fluoroacrylamide